(R)-1-(2,5-difluoropyridin-3-yl)ethyl (4-(5-(2-amino-isonicotinamido) pyridin-2-yl)-1-methyl-1H-1,2,3-triazol-5-yl)carbamate NC=1C=C(C(=O)NC=2C=CC(=NC2)C=2N=NN(C2NC(O[C@H](C)C=2C(=NC=C(C2)F)F)=O)C)C=CN1